CNCC1=C(C(=CC(=C1)CNC)CNC)O 2,4,6-trimethylaminomethyl-phenol